C(C)N1C[C@@H](CCC1)NC1=C2C(=C(N=N1)C1=C(C=C(C=C1)OC(F)(F)F)O)N(N=C2)C 2-[4-[[(3R)-1-ethyl-3-piperidinyl]amino]-1-methyl-pyrazolo[3,4-d]pyridazin-7-yl]-5-(trifluoromethoxy)phenol